N-(3-(1-Amino-3-methoxypropyl)-4-fluorophenyl)-4-cyclopropyl-2-(4-fluoro-2-methylphenoxy)-5-(Trifluoromethyl)benzamide NC(CCOC)C=1C=C(C=CC1F)NC(C1=C(C=C(C(=C1)C(F)(F)F)C1CC1)OC1=C(C=C(C=C1)F)C)=O